C(C)(C)(C)OC(=O)NCC1=NC=C2C=CC(=NC2=C1)C1=C(C(=CC(=N1)N1CCN(C2(CC2)C1)C(=O)OC(C)(C)C)F)C tert-butyl 7-(6-(7-(((tert-butoxycarbonyl)amino)methyl)-1,6-naphthyridin-2-yl)-4-fluoro-5-methylpyridin-2-yl)-4,7-diazaspiro[2.5]octane-4-carboxylate